4-((6-Cyanoquinolin-4-yl)amino)-N-(4-(pyridin-4-ylamino)phenyl)benzenesulfonamide C(#N)C=1C=C2C(=CC=NC2=CC1)NC1=CC=C(C=C1)S(=O)(=O)NC1=CC=C(C=C1)NC1=CC=NC=C1